[Si](C1=CC=CC=C1)(C1=CC=CC=C1)(C(C)(C)C)OC[C@@H]1N(C(CC1)O)C(=O)OC(C)(C)C tert-butyl (2R)-2-{[(tert-butyldiphenylsilyl)oxy]methyl}-5-hydroxypyrrolidine-1-carboxylate